CC1=C(C=C(C(=C1)O)C(C)(C)C)C(CC(C)C1=C(C=C(C(=C1)C(C)(C)C)O)C)C1=C(C=C(C(=C1)C(C)(C)C)O)C 1,1,3-tris(2-methyl-4-hydroxy-5-tertiary Butylphenyl)butane